5'-(4,4'-Dimethoxytrityl)-3'-diisopropylphenylsilyldeoxythymidine COC1=CC=C(C(C2=CC=C(C=C2)OC)(C2=CC=CC=C2)C([C@@H]2[C@](C[C@@H](O2)N2C(=O)NC(=O)C(C)=C2)(O)[Si](C2=CC=CC=C2)(C(C)C)C(C)C)O)C=C1